[V].CC1=C(OC2=NC(OC2)=NC2=CC=CC=C2)C(=CC=C1)C (2,6-dimethylphenoxy)(N-phenyl-oxazoline imine) vanadium